IC1=CC(=NC(=C1)OCCS(=O)C)N1CCOCC1 4-[4-iodo-6-(2-methanesulfinylethoxy)pyridin-2-yl]morpholine